OC(C=C)CO 3,4-dihydroxybutene